ClC=1C2=C(C(N(C1)C1=CC(=CC=C1)[C@H](C1=NN=CN1C)C1CCCCC1)=O)N(C(=C2)C(=O)OCC)COCC[Si](C)(C)C ethyl 4-chloro-6-{3-[(R)-cyclohexyl(4-methyl-4H-1,2,4-triazol-3-yl)methyl]phenyl}-7-oxo-1-{[2-(trimethylsilyl)ethoxy]methyl}-6,7-dihydro-1H-pyrrolo[2,3-c]pyridine-2-carboxylate